COC=1C=C(C=C(C1OC)OC)C1=NN=C(O1)N 5-(3,4,5-trimethoxyphenyl)-1,3,4-oxadiazol-2-amine